6-{4-[(trifluoromethyl)oxy]phenyl}pyrimidin-4-amine FC(OC1=CC=C(C=C1)C1=CC(=NC=N1)N)(F)F